tert-butyl (3S)-3-[4-[4-(difluoromethoxy)-2,3-difluoro-anilino]-7-fluoro-pyrido[3,2-d]pyrimidin-6-yl]oxypyrrolidine-1-carboxylate FC(OC1=C(C(=C(NC=2C3=C(N=CN2)C=C(C(=N3)O[C@@H]3CN(CC3)C(=O)OC(C)(C)C)F)C=C1)F)F)F